BrCCCCOC=1C(=C(C(=CC1)CC)N=NC1=CC=CC=C1)CC 4-bromobutoxy-2',6'-diethyl-azobenzene